N1(CCNCC1)C=1C=CC=2N(C(C=CN2)=O)C1 7-(piperazin-1-yl)-4H-pyrido[1,2-a]pyrimidin-4-on